CS(=O)C=1C=C2C(=C(C=NC2=CC1)S(=O)(=O)C1=CC=C(C=C1)OCCCCCCCCCCC)N1CCC(CC1)N1CCC(CC1)N1CC(CCC1)O 1''-(6-(methylsulfinyl)-3-((4-(undecyloxy)phenyl)sulfonyl)quinolin-4-yl)-[1,4':1',4''-terpiperidin]-3-ol